C(CCCCCCCCC)OC(CC)=O propanoic acid decyl ester